2-hydroxyethyl-2,3-naphthyridin-1-one OCCC1=NNC(C2=CC=CC=C12)=O